NC[C@@H](O)C1=CC=CC=C1 (S)-2-amino-1-phenylethane-1-ol